[Pb].ICN iodomethylamine lead